(R)-1-(2-chloro-5-fluorophenyl)-8-(3-fluoro-5-(trifluoromethyl)benzamido)-3-oxo-1,2,3,4-tetrahydropyrrolo[1,2-a]pyrazine-6-carboxylic acid ClC1=C(C=C(C=C1)F)[C@@H]1C=2N(CC(N1)=O)C(=CC2NC(C2=CC(=CC(=C2)C(F)(F)F)F)=O)C(=O)O